O=C1C(=NNC(C1)=O)C(=O)O 4,6-dioxo-1,4,5,6-tetrahydropyridazine-3-carboxylic acid